C(C)OC(=O)C1=NC=2N(C(=C1C)N(CC)C1CCN(CC1)C(=O)OC(C)(C)C)N=CC2Br 3-bromo-7-((1-(tert-butyloxycarbonyl)piperidin-4-yl)(ethyl)amino)-6-methylpyrazolo[1,5-a]Pyrimidine-5-carboxylic acid ethyl ester